O1C(=CC=C1)CNC1=C2C(N(C(C2=CC=C1)=O)C(C(=O)O)CCC(=O)O)=O 2-{4-[(furan-2-yl-methyl)-amino]-1,3-dioxo-1,3-dihydro-isoindol-2-yl}-pentanedioic acid